FC=1C=C(C=CC1)[C@@H]1N(C[C@@H](CC1)C)C(C(=O)NC=1C=NC=C(C1)C)=O 2-[(2R,5R)-2-(3-fluorophenyl)-5-methyl-1-piperidyl]-N-(5-methyl-3-pyridyl)-2-oxo-acetamide